O=C1NC=C(C2=C1N(C(=N2)C=O)COCC[Si](C)(C)C)C(F)(F)F 4-oxo-7-(trifluoromethyl)-3-(2-trimethylsilylethoxymethyl)-5H-imidazo[4,5-c]pyridine-2-carbaldehyde